Cl.Cl.N[C@H](C(=O)OCC1=CC(=NC(=C1)Cl)Cl)CCN1CCOCC1 (2,6-Dichloropyridin-4-yl)methyl (S)-2-amino-4-morpholinobutanoate dihydrochloride